(5-(difluoromethyl)-6-methyl-1-(tetrahydro-2H-pyran-2-yl)-1H-indazol-4-yl)boronic acid FC(C=1C(=C2C=NN(C2=CC1C)C1OCCCC1)B(O)O)F